OC[C@@H](CC(C)C)NC=1NC(/C(/N1)=C/C=1C=C2C=NN(C2=CC1)C)=O (4Z)-2-[[(1R)-1-(hydroxymethyl)-3-methyl-butyl]amino]-4-[(1-methylindazol-5-yl)methylene]-1H-imidazol-5-one